(1-(2-((4-(3,8-diazabicyclo[3.2.1]octan-3-yl)-7-(8-chloronaphthalen-1-yl)-8-fluoropyrido[4,3-d]pyrimidin-2-yl)oxy)ethyl)-1H-imidazol-2-yl)methanol C12CN(CC(CC1)N2)C=2C1=C(N=C(N2)OCCN2C(=NC=C2)CO)C(=C(N=C1)C1=CC=CC2=CC=CC(=C12)Cl)F